C(C)(C)(C)OC(=O)N1C(CNCC1)CC Ethyl-piperazine-1-carboxylic acid tert-butyl ester